ClC1=C(C=C(C=C1)Cl)C1CC(=NO1)C=1N=C(SC1)C1CCN(CC1)C(COC1=NC=C(N=C1)C(F)(F)F)=O 1-(4-(4-(5-(2,5-Dichlorophenyl)-4,5-dihydroisoxazol-3-yl)thiazol-2-yl)piperidin-1-yl)-2-((5-(trifluoromethyl)pyrazin-2-yl)oxy)ethan-1-on